S1C(=NC2=C1C=CC=C2)NC(CC2=CNC1=CC=C(C=C21)Cl)=O N-(benzo[d]thiazol-2-yl)-2-(5-chloro-1H-indol-3-yl)acetamide